CC=1N=C2N(N=C(C=C2C)C=2C=C3C=NN(C(C3=CC2)=O)[C@H]2C[C@H](NCC2)CC)C1 6-{2,8-dimethylimidazo[1,2-b]pyridazin-6-yl}-2-[(2R,4R)-2-ethylpiperidin-4-yl]phthalazin-1-one